BrCCC1=C(C=CC(=C1)F)F 2-(2-bromoethyl)-1,4-difluorobenzene